(S)-N-((S)-1-(5-bromo-1-((2-(trimethylsilyl)ethoxy)methyl)-1H-imidazol-2-yl)-7-oxononyl)-6-methyl-6-azaspiro[2.5]octane-1-carboxamide BrC1=CN=C(N1COCC[Si](C)(C)C)[C@H](CCCCCC(CC)=O)NC(=O)[C@H]1CC12CCN(CC2)C